OCC=1C=C2C3CCC(C2=CC1)N3C(=O)OC(C)(C)C tert-Butyl 6-(hydroxymethyl)-1,2,3,4-tetrahydro-1,4-epiminonaphthalene-9-carboxylate